8-amino-naphthalenesulfonic acid NC=1C=CC=C2C=CC=C(C12)S(=O)(=O)O